C1=C(C=CC=2CCCCC12)OC=1N=NNC1C(=O)OC1CC1 cyclopropyl 4-((5,6,7,8-tetrahydronaphthalen-2-yl)oxy)-1H-1,2,3-triazole-5-carboxylate